tert-Butyl 3-((4-(ethoxycarbonyl)phenyl)amino)-4-oxo-2-(pyridin-4-yl)-1,4,6,7-tetrahydro-5H-pyrrolo[3,2-c]pyridine-5-carboxylate C(C)OC(=O)C1=CC=C(C=C1)NC1=C(NC2=C1C(N(CC2)C(=O)OC(C)(C)C)=O)C2=CC=NC=C2